COC(C1=C(C=C(C=C1)N1CC(NCC1)C)[N+](=O)[O-])=O 4-(3-methylpiperazin-1-yl)-2-nitrobenzoic acid methyl ester